C(C)(C)(C)OC(=O)N1CCC(CC1)OC=1C(=CC(=C(C(=O)O)C1)[N+](=O)[O-])F 5-((1-(tert-butoxycarbonyl)piperidin-4-yl)oxy)-4-fluoro-2-nitrobenzoic acid